ClC1=C(C=CC2=C1C(=NCC=1N2C=NN1)C1=C(C=CC=C1F)F)C=C 7-chloro-6-(2,6-difluorophenyl)-8-vinyl-4H-[1,2,4]triazolo[4,3-a][1,4]benzodiazepine